(R)-5-[5-(2-amino-3,3,3-trifluoro-2-methyl-propoxy)-2-(difluoromethoxy)-4-pyridyl]-N-(2,6-dimethylpyrimidin-4-yl)pyrazolo[1,5-a]pyridin-2-amine N[C@](COC=1C(=CC(=NC1)OC(F)F)C1=CC=2N(C=C1)N=C(C2)NC2=NC(=NC(=C2)C)C)(C(F)(F)F)C